8-nitro-1,2,3,4,4a,5-hexahydrobenzo[b]pyrazino[1,2-d][1,4]oxazine hydrochloride Cl.[N+](=O)([O-])C=1C=CC2=C(OCC3N2CCNC3)C1